tert-butyl (3R,4S)-4-(benzoyloxy)-3-((dimethylamino)methyl)-4-(3-methoxyphenyl)piperidine-1-carboxylate C(C1=CC=CC=C1)(=O)O[C@@]1([C@@H](CN(CC1)C(=O)OC(C)(C)C)CN(C)C)C1=CC(=CC=C1)OC